3-(3-chloro-4-fluorophenyl)-1-(8,9-difluoro-6-(2-hydroxyethoxy)-1,4-dihydro-2H-pyrano[3,4-c]isoquinolin-1-yl)-1-methylurea ClC=1C=C(C=CC1F)NC(N(C)C1COCC=2N=C(C=3C=C(C(=CC3C21)F)F)OCCO)=O